2-(benzylcarbamoyl)-4,9-dioxo-4,9-dihydrothiazolo[5,4-g]isoquinoline 6-oxide C(C1=CC=CC=C1)NC(=O)C=1SC=2C(C=3C=C[N+](=CC3C(C2N1)=O)[O-])=O